disodium oxydi(ethane-2,1-diyl) dibutyl bisphosphate P(=O)(OCCOCCOP(=O)(OCCCC)[O-])(OCCCC)[O-].[Na+].[Na+]